O1COC2=C1C=CC(=C2)CN2C=NC1=CC=C(C=C1C2=O)OC2=CC(=NC=C2)C=2C=NN(C2)C 3-(1,3-benzodioxol-5-ylmethyl)-6-{[2-(1-methylpyrazol-4-yl)-4-pyridyl]oxy}quinazolin-4-one